C(C)OC1CCC(CC1)NC1=NC(=NC=C1C(=O)N)NC1CCN(CC1)C(CC)=O 4-((1s,4s)-4-ethoxycyclohexylamino)-2-(1-propionylpiperidin-4-ylamino)pyrimidine-5-carboxamide